C(CCCCCCCCCCCCCCCCCCCCC)(=O)OCCCCCCCC\C=C/CCCCCC palmitoleyl behenate